COC(=O)C=1C=C(C=CC1)N1CC2=CC=CC=C2CC1 2-(3-methoxycarbonylphenyl)-3,4-dihydroisoquinoline